B(O)(O)C=1C=C(N)C=C(C1F)F 3-borono-4,5-difluoroaniline